2-fluoro-6-[(2-iodobenzyl)amino]-9-(oxepan-2-yl)-9H-purine FC1=NC(=C2N=CN(C2=N1)C1OCCCCC1)NCC1=C(C=CC=C1)I